ClC=1C(=C(C=2N(CCNC2C1)C)C(=O)O)F 7-chloro-6-fluoro-4-methyl-1,2,3,4-tetrahydro-5-quinoxalinecarboxylic acid